C(C)(C)(C)C1=CC(=CC(=C1O)C(C)(C)C)C 2,6-bis(tert-butyl)-p-cresol